dimethylanilinium tetrakis(heptafluoro-2-naphthyl)borate FC=1C(=C(C(=C2C(=C(C(=C(C12)F)[B-](C1=C(C2=C(C(=C(C(=C2C(=C1F)F)F)F)F)F)F)(C1=C(C2=C(C(=C(C(=C2C(=C1F)F)F)F)F)F)F)C1=C(C2=C(C(=C(C(=C2C(=C1F)F)F)F)F)F)F)F)F)F)F)F.C[NH+](C1=CC=CC=C1)C